CC(C)(C)SN[C@@H]1C2=C(OC13CCNCC3)C=CC=C2 (R)-2-methyl-N-((R)-3H-spiro[benzofuran-2,4'-piperidin]-3-yl)propane-2-sulfenamide